2,5-dimethylbenzoyloxirane CC1=C(C(=O)C2OC2)C=C(C=C1)C